S(=O)(=O)(O)C1=CC=C(OC=2C=C(C=C(C(=O)[O-])C2)C(=O)[O-])C=C1.[Na+].[Na+] sodium 5-[4-sulfophenoxy]isophthalate